2-[4-methyl-3-[4-(1-methylpyrazolo[3,4-c]pyridin-4-yl)phenyl]-2-oxo-benzimidazol-1-yl]acetic acid CC1=CC=CC=2N(C(N(C21)C2=CC=C(C=C2)C2=C1C(=CN=C2)N(N=C1)C)=O)CC(=O)O